Methyl (E)-3-(7-methoxy-1-methyl-1H-benzo[d][1,2,3]triazol-5-yl)acrylate COC1=CC(=CC2=C1N(N=N2)C)/C=C/C(=O)OC